(3-chloro-2-fluoro-6-methoxyphenyl)-6-methyl-N-(5-(methyl-(2-(N-methylacetylamino)ethyl)amino)-1,3,4-thiadiazol-2-yl)nicotinamide ClC=1C(=C(C(=CC1)OC)C1=C(C(=O)NC=2SC(=NN2)N(CCNC(CC)=O)C)C=CC(=N1)C)F